C(C)(C)(C)OC(=O)NCC(=O)N1[C@@H](C[C@H](C1)O)C(=O)OC methyl (2S,4R)-1-[2-(tert-butoxycarbonylamino)acetyl]-4-hydroxy-pyrrolidine-2-carboxylate